FC1=C(C=CC(=C1)F)C1=NN=C(O1)C(=O)N1CC2=CC=CC=C2C(C1)C=1C=NN(C1C)C [5-(2,4-difluorophenyl)-1,3,4-oxadiazol-2-yl]-[4-(1,5-dimethylpyrazol-4-yl)-3,4-dihydro-1H-isoquinolin-2-yl]methanone